(R)-5-chloro-1-(1-(cyclopropylformyl)piperidin-4-yl)-3-(3-methylmorpholinyl)pyrazin-2(1H)-one ClC=1N=C(C(N(C1)C1CCN(CC1)C(=O)C1CC1)=O)N1[C@@H](COCC1)C